BrC=1SC(=CC1CNC(O[C@H](C)C1=CC=CC=C1)=O)F (R)-1-phenylethyl ((2-bromo-5-fluorothiophen-3-yl)methyl)carbamate